4-(4-chlorophenoxy)piperidine-1-sulfonyl chloride ClC1=CC=C(OC2CCN(CC2)S(=O)(=O)Cl)C=C1